ClC=1C(=CC(=NC1)OC)C1=CC(=NN1)C(=O)N1CCC(CC1)C(=O)NCC=1C=NC=2N(C1)C=CN2 1-[5-(5-chloro-2-methoxypyridin-4-yl)-1H-pyrazole-3-carbonyl]-N-({imidazo[1,2-a]pyrimidin-6-yl}methyl)piperidine-4-carboxamide